BrC=1C=C2C(=CC(=NC2=CC1)C1=NC=CC=C1)C(=O)O 6-bromo-2-pyridin-2-yl-quinoline-4-carboxylic acid